[Te-2].[Cs+].[K+] potassium cesium telluride